ClC1=C2C(=CNC2=C(C=C1)N1CCC(CC1)NC(C1=CC(=C(C=C1)N1CCC(CC1)CN1CCC(CC1)N1C=CC2=C(C=CC=C12)N1C(NC(CC1)=O)=O)C)=O)C#N N-[1-(4-Chloro-3-cyano-1H-indol-7-yl)piperidin-4-yl]-4-[4-({4-[4-(2,4-dioxo-1,3-diazinan-1-yl)-1H-indol-1-yl]piperidin-1-yl}methyl)piperidin-1-yl]-3-methylbenzamide